C(C)(C)N(CCC1=CNC2=CC=CC(=C12)OC1OC(C(C(C1O)O)O)CO)C(C)C 2-((3-(2-(diiso-propylamino)-ethyl)-1H-indol-4-yl)oxy)-6-(hydroxymeth-yl)tetrahydro-2H-pyran-3,4,5-triol